3-methylglutaric acid, dimethyl ester CC(CC(=O)OC)CC(=O)OC